C1(=C(C=CC=C1)OC[C@@H](OC1=C(C=CC=C1)C)COP(=O)([O-])OCC[N+](C)(C)C)C 1,2-ditolyl-sn-glycero-3-phosphocholine